C[Si](C=C[SiH2]C(N(CC)CC)N(CC)CC)(OC)C 1-dimethylmethoxysilyl-2-bis(diethylamino)methylsilylethylene